C(C)(C)(C)OC(=O)N1C(CC2(CC(C2)(F)F)CC1)=O 2,2-difluoro-6-oxo-7-azaspiro[3.5]nonane-7-carboxylic acid tert-butyl ester